2-(2-methoxy-3-pyridinyl)-5,5-dimethyl-azepane COC1=NC=CC=C1C1NCCC(CC1)(C)C